(4-(bromomethyl)phenyl)-1-((2-(trimethylsilyl)ethoxy)methyl)-1H-pyrazole BrCC1=CC=C(C=C1)C1=NN(C=C1)COCC[Si](C)(C)C